7-oxohept-2-enoate O=CCCCC=CC(=O)[O-]